CCC(CC)C1(CC(C(CC1)C(CO)C)O)C 1-(3-pentyl)p-menthane-3,9-diol